C(C)(=O)O[C@H]1[C@@H](O[C@@H]([C@H]([C@@H]1OC(C)=O)OC(C)=O)C(=O)OC)OC1=C(C=C(C=C1)CO)N (2S,3R,4S,5S,6S)-2-(2-amino-4-(hydroxymethyl)phenoxy)-6-(methoxycarbonyl)tetrahydro-2H-pyran-3,4,5-triyl triacetate